1-METHYLNAPHTHALENE-6-BORONIC ACID CC1=CC=CC2=CC(=CC=C12)B(O)O